C(C)C(COC=1C=C(C=C(C1)CCCCCCCCCCCCCCC)OC(C(C)(C)OCCCCCN(CCO)CCO)=O)CCCC 3-((2-ethylhexyl)oxy)-5-pentadecylphenyl-2-((5-(bis(2-hydroxyethyl)amino)pentyl)oxy)-2-methylpropanoate